tert-butyl ((3R,5R)-5-(2-hydroxyethyl)pyrrolidin-3-yl)(methyl)carbamate OCC[C@H]1C[C@H](CN1)N(C(OC(C)(C)C)=O)C